5-(6-(tert-butylamino)-4-(difluoromethyl)pyridin-3-yl)-N-((1S,2S)-2-hydroxycyclobutyl)-4-((S)-2-methylpyrrolidine-1-carbonyl)thiazole-2-carboxamide C(C)(C)(C)NC1=CC(=C(C=N1)C1=C(N=C(S1)C(=O)N[C@@H]1[C@H](CC1)O)C(=O)N1[C@H](CCC1)C)C(F)F